2-(2-methacrylamidoisobutyryl)-isobutyric acid hydrazide C(C(=C)C)(=O)NC(C(=O)C(C(=O)NN)(C)C)(C)C